(S)-(2-cyano-1-(4-(ethylsulfonyl)phenyl)ethyl)carbamic acid tert-butyl ester C(C)(C)(C)OC(N[C@@H](CC#N)C1=CC=C(C=C1)S(=O)(=O)CC)=O